4-(7-chloro-3-(5-(difluoromethyl)-1,3,4-thiadiazol-2-yl)-6-(N-(1-methylcyclopropyl)sulfamoyl)imidazo[1,5-a]pyridin-8-yl)-N,N-dimethylpiperazine-1-carboxamide ClC1=C(C=2N(C=C1S(NC1(CC1)C)(=O)=O)C(=NC2)C=2SC(=NN2)C(F)F)N2CCN(CC2)C(=O)N(C)C